(E)-2,4,7-trimethyl-4-(naphthalen-1-yl)oct-2,6-dienal C/C(/C=O)=C\C(CC=C(C)C)(C1=CC=CC2=CC=CC=C12)C